BrC=1C=C(C=CC1)C(=O)C1=NN=CN1C (3-bromophenyl)(4-methyl-4H-1,2,4-triazol-3-yl)methanone